C(C)C(C(=O)O)(CC)O racemic-ethyl-2-hydroxybutyric acid